FC1=C(C=2C3=C(C(OC2C(=C1CCCCC)F)(C)C)C=CC(=C3)C)O 2,4-difluoro-6,6,9-trimethyl-3-pentyl-6H-benzo[c]chromen-1-ol